6-hydroxy-4-(4-hydroxy-3-methoxyphenyl)-7-methoxy-3-(methoxycarbonyl)-3,4-dihydronaphthalene-2-carboxylic acid OC=1C=C2C(C(C(=CC2=CC1OC)C(=O)O)C(=O)OC)C1=CC(=C(C=C1)O)OC